ClC1=C(C=CC(=C1)CNC([2H])([2H])[2H])N1N=CC(=C1)C1=NC(=NC=C1C#N)N[C@@H]1[C@@H](CN(CC1)S(=O)(=O)CC)F 4-(1-(2-Chloro-4-(((methyl-d3)amino)methyl)phenyl)-1H-pyrazol-4-yl)-2-(((3R,4S)-1-(ethylsulfonyl)-3-fluoropiperidin-4-yl)amino)pyrimidine-5-carbonitrile